ethyl-4-(3,5-difluorophenyl)-2-ethyl-3H-furan-2-carboxylic acid C(C)C1C(OC=C1C1=CC(=CC(=C1)F)F)(C(=O)O)CC